NC1=CC(=C(C=C1)C1CCN(CC1)C(=O)OC(C)(C)C)Cl tert-butyl 4-(4-amino-2-chlorophenyl)piperidine-1-carboxylate